[I-].C[N+]1=CC=C(C=C1)OCCC 1-methyl-4-propoxypyridin-1-ium iodide